8-chloro-4-((5,6-difluoropyridin-3-yl)amino)-6-(((S)-(1-((S)-1-fluoropropan-2-yl)-1H-1,2,3-triazol-4-yl)(pyridin-3-yl)methyl)amino)quinoline-3-carbonitrile ClC=1C=C(C=C2C(=C(C=NC12)C#N)NC=1C=NC(=C(C1)F)F)N[C@@H](C=1C=NC=CC1)C=1N=NN(C1)[C@H](CF)C